C1(=CC=CC=C1)C=1OC=C(N1)C1=CC=CC=C1 2,4-diphenyloxazole